(methylsulfonyl)-3-azabicyclo[3.1.1]heptan CS(=O)(=O)C12CNCC(C1)C2